[K].OC=1C(C=C(C(C1)=O)O)=O 2,5-dihydroxy-1,4-benzoquinone potassium salt